1-methyl-1H-imidazo[1,2-b]pyrazole-7-carboxylic acid CN1C=CN2N=CC(=C21)C(=O)O